methacrylamidomethylmethyldimethoxysilane C(C(=C)C)(=O)NC[Si](OC)(OC)C